[1-[3-[2-amino-5-[(1-methylpyrrolidin-2-yl)methyl]-3-pentyl-7-quinolyl]phenyl]sulfonylazetidin-3-yl]methanol NC1=NC2=CC(=CC(=C2C=C1CCCCC)CC1N(CCC1)C)C=1C=C(C=CC1)S(=O)(=O)N1CC(C1)CO